FC1=CC=C(C=C1)C1(CCC1)C(/C=C/[C@H]1[C@@H](C[C@H]2[C@@H]1CCC1=C(O2)C=C(C=C1)C(=O)O)O)O (1R,2R,3aS,10aR)-1-{(1E,3ξ)-3-[1-(4-fluorophenyl)cyclobutyl]-3-hydroxy-1-propen-1-yl}-2-hydroxy-2,3,3a,9,10,10a-hexahydro-1H-benzo[b]cyclopenta[f]oxepin-6-carboxylic acid